4,7-dihydro-2-isopentyl-2-methyl-1,3-dioxepin C(CC(C)C)C1(OCC=CCO1)C